C(C1=CC=CC=C1)OC(=O)[C@@H]1CC[C@H]2[C@@H]1NC(O2)=O.C(C(C)(C)C)N2CC=1NN=C(C1C2)C=O |r| (5-neopentyl-1,4,5,6-tetrahydropyrrolo[3,4-c]pyrazol-3-yl)methanone rac-Benzyl-(3aR,4R,6aS)-2-oxohexahydro-2H-cyclopenta[d]oxazole-4-carboxylate